N-(4-fluorobenzyl)-N-methylpyridineamide FC1=CC=C(CN(C(=O)C2=NC=CC=C2)C)C=C1